6-bromo-7-fluoro-4-isopropyl-2-(3-methyl-5-(trifluoromethyl)-1H-pyrazol-4-yl)quinazoline BrC=1C=C2C(=NC(=NC2=CC1F)C=1C(=NNC1C(F)(F)F)C)C(C)C